tert-butyl 5-methoxy-3-((3-(5-methylfuran-2-yl) pyrazolo[1,5-a]pyridin-5-yl) carbamoyl)-1H-indole-1-carboxylate COC=1C=C2C(=CN(C2=CC1)C(=O)OC(C)(C)C)C(NC1=CC=2N(C=C1)N=CC2C=2OC(=CC2)C)=O